(thiazol-5-yl)acetonitrile S1C=NC=C1CC#N